[OH-].C(C)(C)(C)N1CN(C=C1)C(C)(C)C 1,3-di-tert-butyl-imidazole hydroxide